5-prop-1-en-2-ylpyridine-3-carboxamide C=C(C)C=1C=C(C=NC1)C(=O)N